C(OC=1C=C(C=CC1)B(O)O)([2H])([2H])[2H] (3-(methoxy-d3)phenyl)boronic acid